4-(3'-chloro-[1,1'-biphenyl]-3-yl)-2,6-diphenyl-pyrimidine tert-butyl-4-[6-chloro-2-(2-methylpyrrolidin-1-yl)pyrimidin-4-yl]piperazine-1-carboxylate C(C)(C)(C)OC(=O)N1CCN(CC1)C1=NC(=NC(=C1)Cl)N1C(CCC1)C.ClC=1C=C(C=CC1)C1=CC(=CC=C1)C1=NC(=NC(=C1)C1=CC=CC=C1)C1=CC=CC=C1